[Cl-].C(=O)(O)CCC(=O)OC(C)OC(C(=O)OC1CC2CCC(C1)[N+]21CCCC1)(C1=CC=CC=C1)C1=CC=CC=C1 3-(2-(1-((3-Carboxypropanoyl)oxy)ethoxy)-2,2-diphenylacetoxy)spiro[bicyclo[3.2.1]octane-8,1'-pyrrolidin]-1'-ium chloride